2-(3-(tert-butyl)-4-hydroxy-5-(5-methoxy-2H-benzo[d][1,2,3]triazol-2-yl)phenoxy)ethylmethacrylat C(C)(C)(C)C=1C=C(OCCOC(C(=C)C)=O)C=C(C1O)N1N=C2C(=N1)C=CC(=C2)OC